N-dimethylaminopropylammonium CN(C)CCC[NH3+]